3,3-bis-(azidomethyl)oxetane N(=[N+]=[N-])CC1(COC1)CN=[N+]=[N-]